C1(=CC=CC=C1)NC1=CC2=NC3=CC=CC=C3N(C2=CC1=NC1CCCCC1)C1=CC=CC=C1 N,5-bis-(phenyl)-3,5-dihydro-3-(cyclohexylimino)-2-phenazinamine